FC1=CC2=C(N(C=N2)C[C@@H]2C[C@H](C2)C(=O)N2OCC[C@H]2C2=CC=C(C=C2)C)C=C1 trans-(3-((5-fluoro-1H-benzo[d]imidazol-1-yl)methyl)cyclobutyl)((S)-3-(p-tolyl)isoxazolidin-2-yl)methanone